1-trifluoromethanesulfonylpiperidin FC(S(=O)(=O)N1CCCCC1)(F)F